ClC1=C(OC=2N=NC(=CC2C(=O)NC2=CC(=CC=C2F)S(=O)(=O)C)C(F)(F)F)C=CC(=C1)F 3-(2-chloro-4-fluorophenoxy)-N-(3-methylsulfonyl-6-fluoro-phenyl)-6-(trifluoromethyl)pyridazine-4-carboxamide